bisimidazolyl-methane N1C(=NC=C1)CC=1NC=CN1